fluorotert-butane FC(C)(C)C